C(C)(C)N[C@H]1CN(CC12CC2)C(=O)OC(C)(C)C tert-Butyl (R)-7-(isopropylamino)-5-azaspiro[2.4]heptane-5-carboxylate